C(C(=C)C)(=O)OCC(CSC)SC 2,3-bis(methylthio)propyl methacrylate